N-(5-(4-morpholino-7H-pyrrolo[2,3-d]pyrimidin-6-yl)pyridin-2-yl)picolinamide O1CCN(CC1)C=1C2=C(N=CN1)NC(=C2)C=2C=CC(=NC2)NC(C2=NC=CC=C2)=O